N-(3-chloro-5-(methylsulfonamido)phenyl)-5-methyl-4-(1-phenethyl-1H-imidazol-2-yl)thiophene-2-carboxamide ClC=1C=C(C=C(C1)NS(=O)(=O)C)NC(=O)C=1SC(=C(C1)C=1N(C=CN1)CCC1=CC=CC=C1)C